methyl cis-2-(biphenyl-3-ylmethyl)-3-((ethylsulfonyl)amino)piperidine-1-carboxylate C1(=CC(=CC=C1)C[C@@H]1N(CCC[C@@H]1NS(=O)(=O)CC)C(=O)OC)C1=CC=CC=C1